ClC=1C(=CC=C2N=CC(=NC12)C=1C(=NN(C1)CC1CCN(CC1)C(=O)OC(C)(C)C)C)O tert-butyl 4-[[4-(8-chloro-7-hydroxy-quinoxalin-2-yl)-3-methyl-pyrazol-1-yl]methyl]piperidine-1-carboxylate